COC1=CC=C(C=C1)NC1=NC2=CN=CC=C2C=2C1=C1N(N2)C=NC=C1 N-(4-methoxyphenyl)pyrimido[1',6':1,5]pyrazolo[4,3-c][1,7]naphthyridin-6-amine